C(C)(C)N1C(=NN=C1)C1=CC=CC(=N1)N1C(N(CC1)C(C)C1=CC=C(C=C1)N1CCOCC1)=O 1-(6-(4-isopropyl-4H-1,2,4-triazol-3-yl)pyridin-2-yl)-3-(1-(4-morpholinophenyl)ethyl)imidazolidin-2-one